The molecule is a steroidal acyl-CoA(4-) obtained by deprotonation of the phosphate and diphosphate OH groups of any 3alpha-hydroxy bile acid; major species at pH 7.3. C[C@H](CCC(=O)SCCNC(=O)CCNC(=O)[C@@H](C(C)(C)COP(=O)([O-])OP(=O)([O-])OC[C@@H]1[C@H]([C@H]([C@@H](O1)N2C=NC3=C(N=CN=C32)N)O)OP(=O)([O-])[O-])O)[C@H]4CCC5[C@@]4(CCC6C5CCC7[C@@]6(CC[C@H](C7)O)C)C